p-bromoformanilide BrC1=CC=C(NC=O)C=C1